N[C@@H](C(C1CC1)C1CC1)C=1N=C2N(N=CC(=C2)CC2(C(N[C@@H](C2)C(F)(F)F)=O)C(=O)OC)C1 methyl (5S)-3-((2-((S)-1-amino-2,2-dicyclopropylethyl)imidazo[1,2-b]pyridazin-7-yl)methyl)-2-oxo-5-(trifluoromethyl)pyrrolidine-3-carboxylate